hexaZinone CN(C)C1=NC(=O)N(C2CCCCC2)C(=O)N1C